dihydro-dioxazine C1C=COON1